4-(2-methoxyethoxy)piperidine-1-carboxylic acid tert-butyl ester C(C)(C)(C)OC(=O)N1CCC(CC1)OCCOC